2-(2-Methoxy-pyridin-4-yl)-pentanoic Acid (5-chloro-thiazol-2-yl)-amide ClC1=CN=C(S1)NC(C(CCC)C1=CC(=NC=C1)OC)=O